Ethyl 6-chloro-7-(2-(hydroxymethyl)-6,7-dihydro-4H-pyrazolo[5,1-c][1,4]oxazin-3-yl)-3-(3-((3-((4-methoxybenzyl) thio) naphthalen-1-yl) oxy) propyl)-1-methyl-1H-indole-2-carboxylate ClC1=CC=C2C(=C(N(C2=C1C=1C(=NN2C1COCC2)CO)C)C(=O)OCC)CCCOC2=CC(=CC1=CC=CC=C21)SCC2=CC=C(C=C2)OC